ClC=1N=C(C=2C(NC(=C(C2C1F)C)C)=O)O[C@@H](C)C12CNCC(CC1)N2C(=O)OC(C)(C)C tert-butyl ((S)-1-[(3-chloro-4-fluoro-5,6-dimethyl-8-oxo-7H-2,7-naphthyridin-1-yl)oxy]ethyl)-3,8-diazabicyclo[3.2.1]octane-8-carboxylate